CN1CCN(CC1)C(=O)C1=CC=C(C=C1)C1=NC2=CC=C3C(=C2C2=C1COCC2)C=NN3 (4-methylpiperazin-1-yl)(4-(3,8,10,11-tetrahydropyrano[3,4-c]pyrazolo[4,3-f]quinolin-7-yl)phenyl)methanone